C(C1=CC=CC=C1)N(C(=O)OCC=1N=C2C(=NC1N1CCC3([C@@H]([C@@H](OC3)C)N)CC1)NN=C2C=2C(=C1N=C(C=NC1=CC2)OC)Cl)[C@H]2CC(CC2)(F)F {6-[(3S,4S)-4-amino-3-methyl-2-oxa-8-azaspiro[4.5]dec-8-yl]-3-(5-chloro-3-methoxyquinoxalin-6-yl)-1H-pyrazolo[3,4-b]pyrazin-5-yl}methanol (R)-Benzyl-(3,3-difluorocyclopentyl)carbamate